BrC1=CC=C(C=C1)C=1N=NN(N1)CC=1C=C(N(N1)C1=NC=CC=C1Cl)C(=O)NC1=C(C=C(C=C1C)Cl)C(N)=O 5-[[5-(4-bromophenyl)tetrazol-2-yl]methyl]-N-(2-carbamoyl-4-chloro-6-methyl-phenyl)-2-(3-chloro-2-pyridinyl)pyrazole-3-carboxamide